C1(C=CC=C1)[Ti](C1=C(C(=C(C(=C1F)F)O[SiH](C)C)F)F)(C1=C(C(=C(C(=C1F)F)O[SiH](C)C)F)F)C1C=CC=C1 bis(cyclopentadienyl)-bis(2,3,5,6-tetrafluoro-4-dimethylsilyloxyphenyl)-titanium